6-(N-((1,2,3,5,6,7-Hexahydro-s-indacen-4-yl)carbamoyl)sulfamoyl)pyridazine-3-carboxamide, potassium salt [K+].C1CCC2=C(C=3CCCC3C=C12)NC(=O)NS(=O)(=O)C1=CC=C(N=N1)C(=O)[NH-]